ethylene-bis-(2,4-di-t-butylphenol) C(CC=1C(=C(C=CC1C(C)(C)C)O)C(C)(C)C)C=1C(=C(C=CC1C(C)(C)C)O)C(C)(C)C